2-(butylamino)-N,N-dimethyl-5-nitrobenzenesulfonamide C(CCC)NC1=C(C=C(C=C1)[N+](=O)[O-])S(=O)(=O)N(C)C